C(C)(C)(C)OC(N(CC=1C=CC=2N(C1)C=C(N2)CC(=O)NN)CC21CC(C2)(C1)F)=O N-[(3-fluoro-1-bicyclo[1.1.1]pentyl)methyl]-N-[[2-(2-hydrazino-2-oxo-ethyl)imidazo[1,2-a]pyridin-6-yl]methyl]carbamic acid tert-butyl ester